4-(1-(4-(Trifluoromethoxy)phenyl)-1H-1,2,4-triazol-3-yl)phenethyl (Z)-(4-oxo-3-(5,6,7,8-tetrahydronaphthalen-1-yl)thiazolidin-2-ylidene)carbamate O=C1N(/C(/SC1)=N/C(OCCC1=CC=C(C=C1)C1=NN(C=N1)C1=CC=C(C=C1)OC(F)(F)F)=O)C1=CC=CC=2CCCCC12